(8-(4,4-difluoropiperidin-1-yl)-7-fluoroquinolin-6-yl)carbamic acid tert-butyl ester C(C)(C)(C)OC(NC=1C=C2C=CC=NC2=C(C1F)N1CCC(CC1)(F)F)=O